1-(2,2-difluoroethyl)-6-(3-(2-(2-(trifluoromethyl)phenyl)propyl)piperidin-1-yl)-1H-pyrazolo[3,4-b]pyrazine FC(CN1N=CC=2C1=NC(=CN2)N2CC(CCC2)CC(C)C2=C(C=CC=C2)C(F)(F)F)F